C(C)N1N=CC(=C1)C=1C=CC=2N(C1)C(=CC2)C2=CC=C(C#N)C=C2 4-[6-(1-ethylpyrazol-4-yl)pyrrolo[1,5-a]pyridin-3-yl]benzonitrile